(S)-2-Methyl-5-((1-(methyl-d3)azetidin-2-yl)methoxy)benzoic acid CC1=C(C(=O)O)C=C(C=C1)OC[C@H]1N(CC1)C([2H])([2H])[2H]